1-Ethyl 2-(2-bromo-4-pyridyl)acetate BrC1=NC=CC(=C1)CC(=O)OCC